(azetidin-2-yl)propan-2-ol N1C(CC1)CC(C)O